N1(CCCCC1)C(=O)OP(=O)(C)C (dimethylphosphoryl) piperidine-1-carboxylate